NITROGEN COBALT [Co].[N]